ClC1=C(C(=O)OCC([C@H](C[C@H]2C(NCC2)=O)NC(CN2C3=C(OC[C@@H](C2=O)NC(C2=CC=CC=C2)=O)C=CC=C3)=O)=O)C(=CC=C1)Cl (S)-3-(2-((S)-3-benzamido-4-oxo-3,4-dihydrobenzo[b][1,4]oxazepin-5(2H)-yl)acetamido)-2-oxo-4-((S)-2-oxopyrrolidin-3-yl)butyl 2,6-dichlorobenzoate